C(CC)C(=CC1CCCCC1)C1CCCCC1 trans-propyl-dicyclohexyl-ethylene